C(C1=CC=CC=C1)N1C(/C(/C2=CC(=CC=C12)OC)=C/[N+](=O)[O-])=O (E)-1-benzyl-5-methoxy-3-(nitromethylene)indolin-2-one